N-((S)-1-(4-(dimethylamino)but-2-ynoyl)pyrrolidine-3-carbonyl)-N-methyl-L-valine tert-butyl ester C(C)(C)(C)OC([C@@H](N(C)C(=O)[C@@H]1CN(CC1)C(C#CCN(C)C)=O)C(C)C)=O